CN([C@H](C)C(=O)N)C dimethyl-D-alaninamide